P(=O)(OCC1=C(C(=C(C(=C1Br)Br)Br)Br)Br)([O-])[O-] pentabromobenzyl phosphate